4-fluoro-2-methoxy-1-(pentyloxy)benzene FC1=CC(=C(C=C1)OCCCCC)OC